{[(4-methoxyphenyl)methyl]amino}-N-(4-{[3-(trifluoromethyl)piperazinyl]methyl}phenyl)carboxamide COC1=CC=C(C=C1)CNC(=O)NC1=CC=C(C=C1)CN1CC(NCC1)C(F)(F)F